O1CCN(CC1)C1=C(C=CC=C1)CN (2-morpholinophenyl)methanamine